1-(1-(4-fluorobenzyl)indolin-5-yl)-3-neopentylguanidine FC1=CC=C(CN2CCC3=CC(=CC=C23)NC(=N)NCC(C)(C)C)C=C1